4,5-difluoro-4-methyl-1,3-dioxolane-2-one FC1(OC(OC1F)=O)C